(13S)-13-methyl-10,14-dioxa-19,20-diazatetracyclo[13.5.2.12,6.018,21]tricosa-1(20),2(23),3,5,15(22),16,18(21)-heptaene C[C@H]1CCOCCCC2=CC=CC(C3=NNC=4C=CC(O1)=CC34)=C2